1,4-diamino-2,3-dihydroanthraquinone NC=1CCC(=C2C(C3=CC=CC=C3C(C12)=O)=O)N